2-Methyl-6,7-dihydro-5H-pyrrolo[3,4-c]pyridazin-3-one hydrochloride Cl.CN1N=C2C(=CC1=O)CNC2